IC1=C(O)C(C)=CC=C1C(C)C iodocarvacrol